benzyl (S)-3-(aminomethyl)morpholine-4-carboxylate NC[C@@H]1N(CCOC1)C(=O)OCC1=CC=CC=C1